fmoc-L-alpha-tert-butyl-glycine C(=O)(OCC1C2=CC=CC=C2C2=CC=CC=C12)N[C@H](C(=O)O)C(C)(C)C